(tert-butoxycarbonyl)-DL-valine C(C)(C)(C)OC(=O)N[C@@H](C(C)C)C(=O)O |r|